5-(2-ethoxy-3-pyridinyl)-3-methyl-N-[(5-methyl-1,3,4-oxadiazol-2-yl)methyl]-1-[1-methylpropyl]pyrazolo[4,3-b]pyridin-7-amine C(C)OC1=NC=CC=C1C1=CC(=C2C(=N1)C(=NN2C(CC)C)C)NCC=2OC(=NN2)C